C(=C)(P(OC(C)C)(OC(C)C)=O)P(OC(C)C)(OC(C)C)=O Tetraisopropyl vinylidenediphosphonate